[Br-].C1(CCCCC1)[PH+](CCCC=C)C1CCCCC1 dicyclohexyl-(pent-4-en-1-yl)phosphonium bromide